ClC=1C(=C(NC2=NC=NC3=CC=C(C=C23)[C@]2(CN(CC2)C(=O)OC(C)(C)C)F)C=CC1)F tert-butyl (3R)-3-[4-(3-chloro-2-fluoro-anilino)quinazolin-6-yl]-3-fluoro-pyrrolidine-1-carboxylate